FC=1C=C2C(=NNC2=CC1F)C1=CC=C(C(=N1)C)C(=O)N(C)C 6-(5,6-difluoro-1H-indazol-3-yl)-N,N,2-trimethylpyridine-3-carboxamide